1-methyl-4-((3,4,5-trifluorophenoxy)carbonyl)piperidin-1-ium iodide [I-].C[NH+]1CCC(CC1)C(=O)OC1=CC(=C(C(=C1)F)F)F